1-(3-(aminomethyl)phenyl)-N-(5-(3-cyclopropyl-1-hydroxy-1-phenylpropyl)-2-fluorophenyl)-3-(trifluoromethyl)-1H-pyrazole-5-carboxamide NCC=1C=C(C=CC1)N1N=C(C=C1C(=O)NC1=C(C=CC(=C1)C(CCC1CC1)(C1=CC=CC=C1)O)F)C(F)(F)F